OC(=O)C(F)(F)F.C(CCCCCCCC)=O nonan-1-one TFA salt